FC(CC(CC(=O)O)(C)O)(F)F 5,5,5-trifluoro-3-hydroxy-3-methylpentanoic acid